C(CCCCCCC\C=C\C\C=C\CCCCC)OS(=O)(=O)C methanesulfonic acid (10E,12E)-octadecane-9,12-diene-1-yl ester